C(CCCC)[N+](C)(C)CCCCO pentyl-(4-hydroxybutyl)dimethylammonium